BrCC1=CC(=C(C(=C1)OC)C=1N(C=C(N1)C(F)(F)F)C(C)C)F 2-(4-(bromomethyl)-2-fluoro-6-methoxyphenyl)-1-isopropyl-4-(trifluoromethyl)-1H-imidazole